N1(CCC1)C1=C(C=C(C(=O)NC2=C(C=C(C=C2)F)CC(=O)O)C=C1)NC(=O)C1=NN(C2=CC=CC=C12)CC(F)(F)F 2-(2-(4-(azetidin-1-yl)-3-(1-(2,2,2-trifluoroethyl)-1H-indazole-3-carboxamido)benzamido)-5-fluorophenyl)acetic acid